C(C)(C)C1=C(C(=CC=C1)C(C)C)N1C(N(C=C1)C1=C(C=CC=C1C(C)C)C(C)C)=[Ni] [1,3-bis(2,6-di-i-propylphenyl)imidazol-2-ylidene]nickel (II)